BrCCCO[Si](C)(C)C(C)(C)C (3-Bromopropoxy)(t-butyl)dimethylsilane